Cl.CN(CC(N)C1=CC=C(C=C1)C1=C(N=CS1)C)C N1,N1-dimethyl-2-(4-(4-methylthiazol-5-yl)phenyl)ethane-1,2-diamine hydrochloride